2'-chloro-5'-methoxy-6-methyl-N-(5-(((3r,5s)-5-methyltetrahydrofuran-3-yl)methoxy)-1,3,4-thiadiazol-2-yl)-(4,4'-bipyridyl)-3-carboxamide ClC1=NC=C(C(=C1)C1=C(C=NC(=C1)C)C(=O)NC=1SC(=NN1)OC[C@H]1CO[C@H](C1)C)OC